(S)-5-benzyl-N-(7-bromo-4-oxo-2,3,4,5-tetrahydrobenzo[b][1,4]oxazepin-3-yl)-1H-1,2,4-triazole-3-carboxamide C(C1=CC=CC=C1)C1=NC(=NN1)C(=O)N[C@@H]1C(NC2=C(OC1)C=CC(=C2)Br)=O